2-cyclopropyl-7-methyl-6,7-dihydro-5H-cyclopenta[b]pyridin-4-amine C1(CC1)C1=CC(=C2C(=N1)C(CC2)C)N